tert-butyl ((3R,6S)-6-(((2-hydroxyethyl)sulfonamido)methyl)tetrahydro-2H-pyran-3-yl)carbamate OCCS(=O)(=O)NC[C@@H]1CC[C@H](CO1)NC(OC(C)(C)C)=O